5-Fluoro-2-(2-methyl-3-(piperidine-4-carbonyl)-1H-pyrrolo[2,3-c]pyridin-1-yl)-N,N-bis(propan-2-yl-d7)benzamide FC=1C=CC(=C(C(=O)N(C(C([2H])([2H])[2H])(C([2H])([2H])[2H])[2H])C(C([2H])([2H])[2H])(C([2H])([2H])[2H])[2H])C1)N1C(=C(C=2C1=CN=CC2)C(=O)C2CCNCC2)C